C1=CC=C2C(=C1)C=CC(=C2O)C=O The molecule is a member of the class of naphthaldehydes that is naphthalene-2-carbaldehyde substituted by a hydroxy group at position 1. It is a member of naphthols and a member of naphthaldehydes.